Methyl 2-{4-[4-fluoro-2-(4-methyl-1,2,4-triazol-3-yl) phenyl] pyridin-2-yl}-7-(trifluoromethyl)-1,3-benzoxazole-5-carboxylate FC1=CC(=C(C=C1)C1=CC(=NC=C1)C=1OC2=C(N1)C=C(C=C2C(F)(F)F)C(=O)OC)C2=NN=CN2C